(S)-4-bromo-5-((4-(methyl(tetrahydrofuran-3-yl)amino)cyclohexyl)amino)-3-(2-oxoethyl)furo[2,3-c]pyridine-2-carbonitrile BrC1=C2C(=CN=C1NC1CCC(CC1)N([C@@H]1COCC1)C)OC(=C2CC=O)C#N